CN(C)CC=1OC=CC1 N,N-dimethyl-2-furylmethylamine